4-(3-(cyclopropylmethoxy)-4-(difluoromethoxy)phenyl)-2-(hydroxymethyl)pyrrolidine-1-carboxylic acid tert-butyl ester C(C)(C)(C)OC(=O)N1C(CC(C1)C1=CC(=C(C=C1)OC(F)F)OCC1CC1)CO